(3-aminoazetidin-1-yl)-{2-[(2-fluoro-4-iodophenyl)amino]thieno[2,3-b]pyridin-3-yl}-methanone NC1CN(C1)C(=O)C1=C(SC2=NC=CC=C21)NC2=C(C=C(C=C2)I)F